3-(4-((7-azaspiro[3.5]nonan-2-yl)oxy)-3-methyl-2-oxo-2,3-dihydro-1H-benzo[d]imidazol-1-yl)piperidine-2,6-dione hydrochloride Cl.C1C(CC12CCNCC2)OC2=CC=CC=1N(C(N(C12)C)=O)C1C(NC(CC1)=O)=O